ClC1=CC=C(C(=N1)S(=O)(=O)N)O[C@H](C)C=1C=C(C=C2C(C(=C(OC12)C=1C=C2C(=NC1)N=CO2)C)=O)C 6-Chloro-3-[(1R)-1-(3,6-dimethyl-2-oxazolo[4,5-b]pyridin-6-yl-4-oxo-chromen-8-yl)ethoxy]pyridine-2-sulfonamide